(3S)-3-(5-{[(3S,4S)-1-[(8-fluoro-2-{6-oxa-1-azaspiro[3.3]heptan-1-yl}quinolin-6-yl)methyl]-4-(methoxymethyl)pyrrolidin-3-yl]oxy}-1-oxo-2,3-dihydro-1H-isoindol-2-yl)piperidine-2,6-dione FC=1C=C(C=C2C=CC(=NC12)N1CCC12COC2)CN2C[C@H]([C@@H](C2)COC)OC=2C=C1CN(C(C1=CC2)=O)[C@@H]2C(NC(CC2)=O)=O